CC(CCN)C(CCCCN)C 3,4-dimethyl-1,8-diamino-octane